FC1=C(C=C(C=C1)C1(CC1)N(S(=O)(=O)C)CC(C)(C)NC(OC(C)(C)C)=O)C(F)(F)F tert-butyl (1-(N-(1-(4-fluoro-3-(trifluoromethyl)phenyl)cyclopropyl) methyl sulfonamido)-2-methylpropan-2-yl)carbamate